(S)-2-((2-((tert-butoxycarbonyl)amino)-N-(2-methoxy-2-oxoethyl)acetamido)methyl)-1-(oxetan-2-ylmethyl)-1H-benzo[d]imidazole-6-carboxylic acid methyl ester COC(=O)C=1C=CC2=C(N(C(=N2)CN(C(CNC(=O)OC(C)(C)C)=O)CC(=O)OC)C[C@H]2OCC2)C1